4-ethoxy-1-(1-phenylvinyl)-1H-imidazole-5-carboxylic acid ethyl ester C(C)OC(=O)C1=C(N=CN1C(=C)C1=CC=CC=C1)OCC